(E)-1-ethyl-3-(p-tolyldiazenyl)-1H-indole C(C)N1C=C(C2=CC=CC=C12)\N=N\C1=CC=C(C=C1)C